(E)-1-(4-(((6-amino-5-(4-phenoxyphenyl)pyrimidin-4-yl)amino)methyl)piperidin-1-yl)-4-((2-methoxyethyl)(methyl)amino)but-2-en-1-one NC1=C(C(=NC=N1)NCC1CCN(CC1)C(\C=C\CN(C)CCOC)=O)C1=CC=C(C=C1)OC1=CC=CC=C1